6-(Azetidin-1-yl)-N-(5-ethyl-2-methylbenzene-1-sulfonyl)-4-fluoro-1-benzofuran-2-carboxamide N1(CCC1)C1=CC2=C(C=C(O2)C(=O)NS(=O)(=O)C2=C(C=CC(=C2)CC)C)C(=C1)F